bis[2-(methylthio)phenyl]acetylene CSC1=C(C=CC=C1)C#CC1=C(C=CC=C1)SC